N'-((3-(4-fluorophenyl)-2-(trifluoromethyl)-6,7-dihydro-5H-cyclopenta[b]pyridin-4-yl)carbamoyl)-1H-pyrazole-3-sulfonimidamide FC1=CC=C(C=C1)C=1C(=C2C(=NC1C(F)(F)F)CCC2)NC(=O)N=S(=O)(N)C2=NNC=C2